allyl-3-oxo-2,8-diazaspiro[4.5]decane-2-carboxylate C(C=C)OC(=O)N1CC2(CC1=O)CCNCC2